(3S)-3-(4-morpholinylmethyl)-1,2,3,4-tetrahydroisoquinoline dihydrochloride Cl.Cl.N1(CCOCC1)C[C@H]1NCC2=CC=CC=C2C1